C(C)(C)(C)OC(=O)N1C[C@H](CC1)NC1=NC=C(C=C1N)C (S)-3-((3-amino-5-methylpyridin-2-yl)amino)pyrrolidine-1-carboxylic acid tert-butyl ester